7,8-Dimethoxy-2-methyl-3-(1-phenyl-1H-pyrazol-4-yl)-4H-chromen-4-one COC1=CC=C2C(C(=C(OC2=C1OC)C)C=1C=NN(C1)C1=CC=CC=C1)=O